t-butyldimethylsilyl propargyl ether C(C#C)O[Si](C)(C)C(C)(C)C